C(C)N(C)[Mo]N(CC)C bis(ethylmethylamino)molybdenum